(3-((2'-(morpholinomethyl)-[1,1'-biphenyl]-2-yl)ethynyl)-1H-indazol-5-yl)(2,6-diazaspiro[3.5]nonan-2-yl)methanone O1CCN(CC1)CC1=C(C=CC=C1)C1=C(C=CC=C1)C#CC1=NNC2=CC=C(C=C12)C(=O)N1CC2(C1)CNCCC2